BrC1=CC=C(C=C1)[C@]12[C@](C3=C(C=NC=C3OC)O1)([C@@H]([C@@H]([C@H]2C2=CC=CC=C2)C(=O)N(C2COC2)C)O)O |r| rac-(4bS,5R,6R,7S,7aR)-7a-(4-bromophenyl)-4b,5-dihydroxy-4-methoxy-N-methyl-N-(oxetan-3-yl)-7-phenyl-4b,6,7,7a-tetrahydro-5H-cyclopenta[4,5]furo[2,3-c]pyridine-6-carboxamide